N-[[6-(1-ethyl-3-methyl-pyrazole-4-carbonyl)-6-azaspiro[2.5]octan-2-yl]methyl]furo[2,3-c]pyridine-2-carboxamide C(C)N1N=C(C(=C1)C(=O)N1CCC2(C(C2)CNC(=O)C2=CC=3C(=CN=CC3)O2)CC1)C